(S)-2-(4-((4'-(1,1,1,3,3,3-hexafluoro-2-hydroxypropan-2-yl)-[1,1'-biphenyl]-4-yl)methyl)-1-(pyridin-4-ylmethyl)piperazin-2-yl)acetic acid FC(C(C(F)(F)F)(O)C1=CC=C(C=C1)C1=CC=C(C=C1)CN1C[C@@H](N(CC1)CC1=CC=NC=C1)CC(=O)O)(F)F